2-diazo-1-(3-fluorobicyclo[1.1.1]pent-1-yl)ethan-1-one [N+](=[N-])=CC(=O)C12CC(C1)(C2)F